C(C1=CC=CC=C1)OC[C@@H]1OCC[C@@H](C1)NCC1=C(C=C(C=C1)OC)OC Cis-2-[(benzyloxy)methyl]-N-(2,4-dimethoxybenzyl)tetrahydro-2H-pyran-4-amine